BrC1=CC(=NC=C1)CC=1OC=CN1 2-((4-bromopyridin-2-yl)methyl)oxazole